COC(/C(/C1=C(C=CC=C1)C)=N/OC)=O (E)-2-methoxyimino-2-(o-tolyl)acetic acid methyl ester